NC=1C(=NC=C(N1)N1CCC(CC1)(C)N)SC=1C(=C(C=CC1)NC(=O)C=1C(N(C=C(C1O)C1=CC(=CC=C1)Cl)C)=C=O)Cl N-(3-((3-amino-5-(4-amino-4-methylpiperidin-1-yl)pyrazin-2-yl)thio)-2-chlorophenyl)-5-(3-chlorophenyl)-4-hydroxy-1-methyl-2-carbonyl-1,2-dihydropyridine-3-carboxamide